ClC1=C(C=C(OCC(=O)NC23CC(C2)(C3)NC(=O)C3=CC(=NC=C3)C(=O)O)C=C1)F 4-({3-[2-(4-chloro-3-fluorophenoxy)acetamido]bicyclo[1.1.1]pent-1-yl}carbamoyl)pyridine-2-carboxylic acid